rac-N-(4-(2-((3aR,5r,6aS)-5-benzyl-5-hydroxyhexa-hydrocyclopenta[c]pyrrol-2(1H)-yl)-1-hydroxyethyl)phenyl)acetamide C(C1=CC=CC=C1)C1(C[C@@H]2[C@@H](CN(C2)CC(O)C2=CC=C(C=C2)NC(C)=O)C1)O